1,1-dioxido-2,3-dihydrothieno[3,2-c]pyridin O=S1(CCC=2C=NC=CC21)=O